C(C(O)CC(=O)O)(=O)O.CC(CC(=O)OO)C hydroxy β-methylbutyrate malate